N-(1-methylpiperidin-4-yl)-5-(2-(((1-methylpiperidin-4-yl)methyl)amino)-7H-pyrrolo[2,3-d]pyrimidin-5-yl)pyrazolo[1,5-a]pyridine-3-carboxamide CN1CCC(CC1)NC(=O)C=1C=NN2C1C=C(C=C2)C2=CNC=1N=C(N=CC12)NCC1CCN(CC1)C